[Si](C)(C)(C(C)(C)C)OC=1C=C(C=CC1)C=1N=C(C(=NC1)N\C(\C(=O)OC(C)(C)C)=C/C=1OC=CC1)CC1=CC=C(C=C1)F Tert-butyl (Z)-2-((5-(3-((tert-butyldimethylsilyl)oxy)phenyl)-3-(4-fluorobenzyl)pyrazin-2-yl)amino)-3-(furan-2-yl)acrylate